CN1N=C2C(=CC(=CC2=C1)C=1OC2=C(C=C(C=C2C(C1)=O)C)C(C)NC1=C(C(=O)O)C=CC=C1)C 2-[1-[2-(2,7-Dimethylindazol-5-yl)-6-methyl-4-oxo-chromen-8-yl]ethylamino]benzoic acid